(6R)-12,12-dimethyl-6,15-bis(trifluoromethyl)-19-oxa-3,4,13,18-tetraazatricyclo[12.3.1.12,5]nonadec-1(18),2,4,14,16-pentaene-6,17-diol CC1(CCCCC[C@](C2=NN=C(C=3C(=CC(=C(N1)N3)C(F)(F)F)O)O2)(O)C(F)(F)F)C